5-(trifluoromethyl)-4H-1,2-oxazole-5-carboxamide FC(C1(CC=NO1)C(=O)N)(F)F